ClC=1C=C(C=2N(N1)C(=NN2)C(C)C)Cl 6,8-dichloro-3-isopropyl-[1,2,4]triazolo[4,3-b]pyridazine